FC1=CC=C(C=C1)N1N=CC2=C1N=CN(C2=O)CC2(CCN(CC2)C2=NC1=CC=CC=C1C=C2)O 1-(4-fluorophenyl)-5-((4-hydroxy-1-(quinolin-2-yl)piperidin-4-yl)methyl)-1,5-dihydro-4H-pyrazolo[3,4-d]pyrimidin-4-one